O1N=C(N=C1)[C@H]1CN(CCC1)[C@H](C(=O)NC1=NC=C(C=C1)Cl)C (S)-2-((R)-3-(1,2,4-oxadiazol-3-yl)piperidin-1-yl)-N-(5-chloropyridin-2-yl)propanamide